tert-butyl 2-((2-(6-oxo-2-phenyl-5-(3-phenylpropionamido) pyrimidin-1(6H)-yl) acetamido) methyl)-1H-pyrrolo[3,2-c]pyridine-1-carboxylate O=C1C(=CN=C(N1CC(=O)NCC1=CC=2C=NC=CC2N1C(=O)OC(C)(C)C)C1=CC=CC=C1)NC(CCC1=CC=CC=C1)=O